[Cu].C1(=CC=CC=C1)C(CC(CC)=O)=O.C1(=CC=CC=C1)C(CC(CC)=O)=O bis(1-phenylpentane-1,3-dione) copper